C(C1=CC=CC=C1)OC=1C=C2C(=C(N(C2=CC1)CC1=CC=C(C=C1)C(CNCC)CCC)C1=C(C=CC=C1)C)F 2-(4-((5-(benzyloxy)-3-fluoro-2-(o-tolyl)-1H-indol-1-yl)methyl)phenyl)-N-ethylpentan-1-amine